[(2S,3R)-1-[6-bromo-5-methyl-3-(trifluoromethyl)imidazo[1,2-a]pyrazin-8-yl]-2-methyl-azetidin-3-yl] tert-butyl carbonate C(O[C@H]1[C@@H](N(C1)C=1C=2N(C(=C(N1)Br)C)C(=CN2)C(F)(F)F)C)(OC(C)(C)C)=O